C(C)(=O)OCCC=CC pent-3-en-1-yl Acetate